N=1SN=C2C1C(=CC=C2C2=CC=C(S2)C=2SC(=CC2)C=2N(C(C=1C2C(N(C1C=1SC=CC1)CC(CCCC)CC)=O)=O)CC(CCCC)CC)C1=CC=C(S1)C=1SC(=CC1)C=1N(C(C=2C1C(N(C2C=2SC=CC2)CC(CCCC)CC)=O)=O)CC(CCCC)CC 6,6'-(benzo[c][1,2,5]thiadiazole-4,7-diylbis([2,2'-bithiophene]-5',5-diyl))bis(2,5-bis(2-ethylhexyl)-3-(thiophen-2-yl)-2,5-dihydropyrrolo[3,4-c]pyrrole-1,4-dione)